C1(=CC=CC=C1)P(=O)(C1=CC=CC=C1)C=1C=CC=2N(C3=CC=CC=C3C2C1)C1=CC=C(C=C1)P(=O)(C1=CC=CC=C1)C1=CC=CC=C1 3-(diphenylphosphoryl)-9-(4-(diphenylphosphoryl)phenyl)-9H-carbazole